ClC1=CC(=C(C=N1)C1=NN=C(S1)C(=O)N1[C@@H](CCC1)CNC(OC(C)(C)C)=O)NC(C)C tert-butyl (S)-((1-(5-(6-chloro-4-(isopropylamino)pyridin-3-yl)-1,3,4-thiadiazole-2-carbonyl)pyrrolidin-2-yl)methyl)carbamate